(S)-benzyl 2-methyl-3-hydroxy-propionate C[C@H](C(=O)OCC1=CC=CC=C1)CO